(R)-N-benzyl-3,3-difluoro-4-hydroxypiperidine C(C1=CC=CC=C1)N1CC([C@@H](CC1)O)(F)F